FC1=CC2=C(N=C(S2)NC(CCCCCCNC(C(C(F)(F)F)(O)O)=O)=O)C=C1 N-(6-fluorobenzo[d]thiazol-2-yl)-7-(3,3,3-trifluoro-2,2-dihydroxypropanamido)heptanamide